FC1=CC=C(C(=O)N[C@H](C(=O)NC2=CC=C(C=N2)S(=O)(=O)Cl)CC2=CC=CC=C2)C=C1.[O].[Zr].[Ti] Titanium-Zirconium Oxygen (S)-6-(2-(4-fluorobenzamido)-3-phenylpropionamido)pyridine-3-sulfonyl chloride